ClC=1C(=NC=CC1C1=NC(=C(C=C1)CNC[C@@H]1NC(CC1)=O)OC)C=1C(=C(C=CC1)NC(C1=NC=C(C=C1)CNCCCO)=O)C (R)-N-(3-(3'-chloro-6-methoxy-5-((((5-oxopyrrolidin-2-yl)methyl)amino)methyl)-[2,4'-bipyridin]-2'-yl)-2-methylphenyl)-5-(((3-hydroxypropyl)amino)methyl)picolinamide